FC(C1=C(C(=C(C=C1)[C@@H]1[C@@H](O[C@@]([C@@H]1C)(C(F)(F)F)C)C(=O)NC1=CC(=NC=C1)C(=O)N)OC)F)F (2R,3R,4R,5S)-4-[[3-[4-(difluoromethyl)-3-fluoro-2-methoxy-phenyl]-4,5-dimethyl-5-(trifluoromethyl)tetrahydrofuran-2-carbonyl]amino]pyridine-2-carboxamide